7-amino-5-((2-(6-(1-(methoxymethyl)cyclopropyl)pyridin-2-yl)ethyl)amino)-2,3-dimethylpyrazolo[1,5-a]pyrimidine-6-carbonitrile NC1=C(C(=NC=2N1N=C(C2C)C)NCCC2=NC(=CC=C2)C2(CC2)COC)C#N